C1(=CC=CC=C1)N1C(=NC2=C1C=CC=C2)C2=CC(=CC(=C2)C2=NC1=C(N2C2=CC=CC=C2)C=CC=C1)C1=NC2=C(N1C1=CC=CC=C1)C=CC=C2 1,3,5-tris(1-phenyl-1H-benzimidazol-2-yl)benzen